methoxy(dimethyl)-n-octyl-silane CO[Si](CCCCCCCC)(C)C